methyl (S)-2-(6-fluoro-1-methylisochroman-8-yl)acetate FC=1C=C2CCO[C@H](C2=C(C1)CC(=O)OC)C